CN(CCCOC1=C(C=CC(=C1)F)NC(=O)C=1C(=NC=CC1)NC1=CC(=C(C=C1)OC1=CC(=NC=C1)NC(C)=O)C)C N-(2-(3-(dimethylamino)propoxy)-4-fluorophenyl)-2-[(4-[(2-acetamidopyridin-4-yl)oxy]-3-methylphenyl)amino]pyridine-3-carboxamide